ClC=1C=C(C=CC1)C([C@@H](O)C1=CC=CC=C1)(F)F (S)-2-(3-chlorophenyl)-2,2-difluoro-1-phenylethan-1-ol